3-((4-(2,4-difluorobenzyloxy)-3-bromo-6-methyl-2-oxopyridin-1(2H)-yl)methyl)-N-isopropylbenzamide FC1=C(COC2=C(C(N(C(=C2)C)CC=2C=C(C(=O)NC(C)C)C=CC2)=O)Br)C=CC(=C1)F